lithium-selenium sulfur [S].[Se].[Li]